tert-butyl 4-((5-(2,6-bis(benzyloxy)pyridin-3-yl)-1H-benzo[d]imidazol-2-yl)methyl)piperazine-1-carboxylate C(C1=CC=CC=C1)OC1=NC(=CC=C1C1=CC2=C(NC(=N2)CN2CCN(CC2)C(=O)OC(C)(C)C)C=C1)OCC1=CC=CC=C1